5-(3-methoxyphenyl)-2-(methylthio)-1H-pyrrole-3-carbonitrile COC=1C=C(C=CC1)C1=CC(=C(N1)SC)C#N